3-[3-(6-cyano-5-methylthiopyridin-3-yl)-5,5-dimethyl-4-oxo-2-thioxo-imidazolidin-1-yl]-N-methylpropanamide C(#N)C1=C(C=C(C=N1)N1C(N(C(C1=O)(C)C)CCC(=O)NC)=S)SC